C(C)OCC=1C=CC(=NC1)N 5-(ethoxymethyl)pyridin-2-amine